CC(C)(C)[O-].[K+].FC1(CN(CCC1OC)C1=CN(C2=C1N=C(N=C2)SCC=2C=CC(=C(C2)CC(=O)O)F)C(C)C)F dl-2-(5-(((7-(3,3-difluoro-4-methoxypiperidin-1-yl)-5-isopropyl-5H-pyrrolo[3,2-d]pyrimidin-2-yl)thio)methyl)-2-fluorophenyl)acetic acid Potassium tert-butoxide